2-methyl-5-[6-(piperidin-4-yl)imidazo[2,1-b][1,3,4]thiadiazol-2-yl]-2H-indazole CN1N=C2C=CC(=CC2=C1)C1=NN2C(S1)=NC(=C2)C2CCNCC2